7-chloro-2,3-dihydro-3-hydroxy-5-phenyl-1H-1,4-benzodiazepine ClC=1C=CC2=C(C(=NC(CN2)O)C2=CC=CC=C2)C1